ethyl 2-[[(2S)-2-(benzyloxycarbonylamino)-3-(1-naphthyl)propanoyl]amino]-3-(4,4-difluorocyclohexyl)propanoate C(C1=CC=CC=C1)OC(=O)N[C@H](C(=O)NC(C(=O)OCC)CC1CCC(CC1)(F)F)CC1=CC=CC2=CC=CC=C12